(1-(4-cyano-3-cyclopropyl-6-fluoro-2-(tetrahydro-2H-pyran-4-yl)quinolin-8-yl)ethylidene)-2-methylpropane-2-sulfinamide C(#N)C1=C(C(=NC2=C(C=C(C=C12)F)C(C)=CC(C)(S(=O)N)C)C1CCOCC1)C1CC1